lithium manganese iron sodium phosphate P(=O)([O-])([O-])[O-].[Na+].[Fe+2].[Mn+2].[Li+].P(=O)([O-])([O-])[O-]